C(#CC)C=1N(C=CN1)C(=O)[O-] 2-Propyn-1-yl-1H-imidazole-1-carboxylate